6-amino-2-(3,5-dichloro-4-((4-methyl-2-(2-bromopyridine-4-yl)quinolin-6-yl)oxy)phenyl)-1,2,4-triazine-3,5(2H,4H)-dione NC=1C(NC(N(N1)C1=CC(=C(C(=C1)Cl)OC=1C=C2C(=CC(=NC2=CC1)C1=CC(=NC=C1)Br)C)Cl)=O)=O